FC1=C(C(=CC=C1)F)C1=N[C@H](C2=NC(=NN2C=2SC=3CC(CC3C12)C(=O)OCC)C)C ethyl (7S)-9-(2,6-difluorophenyl)-4,7-dimethyl-16-thia-2,3,5,8-tetrazatetracyclo[8.6.0.02,6.011,15]hexadeca-1(10),3,5,8,11(15)-pentaene-13-carboxylate